O(C)N(C(=O)CNC(OC(C)(C)C)=O)C tert-Butyl N-{[methoxyl(methyl)carbamoyl]methyl}carbamate